di-tert-butyl (2S,4S)-2-(3-((naphthalen-2-yl sulfonyl)oxy)propyl)-4-(boc-amino)pentanedioate C1=C(C=CC2=CC=CC=C12)S(=O)(=O)OCCC[C@H](C(=O)OC(C)(C)C)C[C@@H](C(=O)OC(C)(C)C)NC(=O)OC(C)(C)C